(2S)-4-cyclopentylpyrrolidine-2-carboxylic acid C1(CCCC1)C1C[C@H](NC1)C(=O)O